The molecule is an extended flavonoid that consists of quercetin substituted by a 2-isopropenyldihydrofuran ring across positions 6 and 7. It has a role as a plant metabolite and a metabolite. It is a tetrahydroxyflavone, a member of flavonols, an extended flavonoid and a furochromene. It derives from a quercetin. CC(=C)C1CC2=C(O1)C=C3C(=C2O)C(=O)C(=C(O3)C4=CC(=C(C=C4)O)O)O